[13C]([13CH2][13CH2][13CH2][13CH2][13CH2][13CH2][13CH2]\[13CH]=[13CH]/[13CH2][13CH2][13CH2][13CH2][13CH2][13CH2][13CH2][13CH3])(=O)SCCNC(CCNC([C@@H](C(COP(OP(OC[C@@H]1[C@H]([C@H]([C@@H](O1)N1C=NC=2C(N)=NC=NC12)O)OP(=O)(O)O)(=O)O)(=O)O)(C)C)O)=O)=O Oleoyl-13C18-CoA